1-[8-(2-chlorophenyl)-9-(4-chlorophenyl)-2-[2-(hydroxymethyl)imidazol-1-yl]purin-6-yl]-4-methyl-piperidine-4-carboxamide ClC1=C(C=CC=C1)C=1N(C2=NC(=NC(=C2N1)N1CCC(CC1)(C(=O)N)C)N1C(=NC=C1)CO)C1=CC=C(C=C1)Cl